CC(CC(=O)OC[C@H]1O[C@@]([C@@H]([C@@H]1O)O)(C#N)C1=CC=C2C(=NC=NN21)NC([C@H](C(C)C)N)=O)C [(2R,3S,4R,5R)-5-{4-[(2S)-2-amino-3-methylbutanamido]pyrrolo[2,1-f][1,2,4]triazin-7-yl}-5-cyano-3,4-dihydroxyoxolan-2-yl]methyl 3-methylbutanoate